4-((R)-4-(5-chloro-1H-indazol-6-yl)-2-methylpiperazin-1-yl)-4-methyltetrahydrofuran-3-ol ClC=1C=C2C=NNC2=CC1N1C[C@H](N(CC1)C1(C(COC1)O)C)C